O1CCN(CC1)CCNC(CC#N)=O N-(2-morpholinoethyl)cyanoacetamide